(4-chloro-1H-pyrrolo[2,3-b]pyridin-3-yl)(2-chloro-6-fluoro-4-phenoxyphenyl)methanone ClC1=C2C(=NC=C1)NC=C2C(=O)C2=C(C=C(C=C2F)OC2=CC=CC=C2)Cl